1-Benzyl-3-carbonylpiperidine-4-carboxylic acid ethyl ester C(C)OC(=O)C1C(CN(CC1)CC1=CC=CC=C1)=C=O